C(CCCCC)OC(=O)NCC1(CC(CC(C1)(C)C)NC([O-])=S)C 3-(hexyloxycarbonylamino-methyl)-3,5,5-trimethylcyclohexylthiocarbamate